COC1=C(C=CC(=C1)C#C[Si](C)(C)C)C1=NN=C(C(N1C)=O)N[C@H]1CN(CCC1)C([2H])([2H])[2H] (R)-3-(2-methoxy-4-((trimethylsilyl)ethynyl)phenyl)-4-methyl-6-((1-(methyl-d3)piperidin-3-yl)amino)-1,2,4-triazine-5(4H)-one